N-2-chlorophenyl-2-(2-ethoxy-4-fluorobenzoyl)-N-methyl-2-azaspiro[3.3]heptane-6-carboxamide ClC1=C(C=CC=C1)N(C(=O)C1CC2(CN(C2)C(C2=C(C=C(C=C2)F)OCC)=O)C1)C